4-((S)-4-Acryloyl-3-(cyanomethyl)piperazin-1-yl)-N-((R)-1-(dimethyl-amino)propan-2-yl)-7-(naphthalen-1-yl)-6,7-dihydro-5H-pyrano[2,3-d]pyrimidine-2-carboxamide C(C=C)(=O)N1[C@H](CN(CC1)C=1C2=C(N=C(N1)C(=O)N[C@@H](CN(C)C)C)OC(CC2)C2=CC=CC1=CC=CC=C21)CC#N